4-benzyl-6-chloro-3-[(E)-3-(2-methylindazol-5-yl)prop-2-enoyl]-1H-quinolin-2-one C(C1=CC=CC=C1)C1=C(C(NC2=CC=C(C=C12)Cl)=O)C(\C=C\C1=CC2=CN(N=C2C=C1)C)=O